bis(methylbutyloxysilylpropyl) tetrasulfide CC(CCSSSSCCC([SiH2]OCCCC)C)[SiH2]OCCCC